The molecule is an enoate ester having methacrylic acid as the carboxylic acid component and methanol as the alcohol component. It has a role as an allergen and a polymerisation monomer. It is an enoate ester and a methyl ester. It derives from a methacrylic acid. CC(=C)C(=O)OC